[N+](=O)([O-])C=1C=C(C=CC1)C=1C=CC2=C(C=CO2)C1 5-(3-Nitrophenyl)-1-benzofuran